COCCN1C=NC2=CC(=CC=C2C1=O)NC(=O)NC1=CC=C(C=C1)C(=O)N1CCCC1 1-(3-(2-methoxyethyl)-4-oxo-3,4-dihydroquinazolin-7-yl)-3-(4-(pyrrolidine-1-carbonyl)phenyl)urea